NCCC[SiH2]C(=C(OCCOCC)OCCOCC)OCCOCC 3-aminopropyl-tris(ethoxyethoxy)vinylsilane